CCC(=O)OC(C)C(=O)SC methylthio 2-(propionyloxy) propionate